C(C)OC(CC=1C=C(C=CC1)C)=O.BrCC(=O)C1=CC=C(C=C1)OC(F)F 2-bromo-1-[4-(difluoromethoxy)phenyl]ethanone ethyl-m-tolylacetate